OC1=C(C=C(C=C1C(F)(F)F)C1=NOC(=N1)C(=O)NCC1=CC=C(C=C1)OC1=CC=CC=C1)C 3-(4-hydroxy-3-methyl-5-(trifluoromethyl)phenyl)-N-(4-phenoxybenzyl)-1,2,4-oxadiazole-5-carboxamide